2-(6-{2-[(4-chloro-2-fluorobenzyl)oxy]-5-fluoropyrimidin-4-yl}-6-azaspiro[2.5]oct-1-yl)-3-methyl-3H-imidazo[4,5-b]pyridine-5-carboxylic acid, trifluoroacetate salt FC(C(=O)O)(F)F.ClC1=CC(=C(COC2=NC=C(C(=N2)N2CCC3(CC3C3=NC=4C(=NC(=CC4)C(=O)O)N3C)CC2)F)C=C1)F